N-[(1R)-1-[3-[[(2S)-2,3-Dihydroxypropyl]carbamoyl]phenyl]ethyl]-2-methyl-5-(4-methylpiperazin-1-yl)benzamide O[C@@H](CNC(=O)C=1C=C(C=CC1)[C@@H](C)NC(C1=C(C=CC(=C1)N1CCN(CC1)C)C)=O)CO